C(C=C)(=O)[O-].C(C=C)(=O)[O-].[Na+].[Na+] sodium diacrylate